5-(1H-pyrazol-4-yl)-2-[6-(3,3,5,5-tetramethylpiperazin-1-yl)pyridazin-3-yl]pyridin-3-ol N1N=CC(=C1)C=1C=C(C(=NC1)C=1N=NC(=CC1)N1CC(NC(C1)(C)C)(C)C)O